ClC1=C(C=CC=C1)C1(C=NC(NC1=O)SCC1=NC=2N(C(=C1)NC1=CC(=C(C(=C1)Cl)Cl)Cl)N=CN2)C#N 5-(2-chlorophenyl)-6-oxo-2-(((7-((3,4,5-trichlorophenyl)amino)-[1,2,4]triazolo[1,5-a]pyrimidin-5-yl)methyl)thio)-1,6-dihydropyrimidine-5-carbonitrile